6-amino-5-(7-chloro-1H-indazol-6-yl)-2-methanesulfonyl-pyrimidine-4-carbonitrile NC1=C(C(=NC(=N1)S(=O)(=O)C)C#N)C1=CC=C2C=NNC2=C1Cl